C(N)(=O)[C@H]1N(CCC1)C1=CC=C(C=C1)[C@H](C)NC(=O)[C@H]1N(C[C@@H](C1)O)C(=O)OC(C)(C)C tert-butyl (2S,4R)-2-(((S)-1-(4-((S)-2-carbamoylpyrrolidin-1-yl)phenyl)ethyl)carbamoyl)-4-hydroxypyrrolidine-1-carboxylate